(R)-N-[6-(2-chloro-5-fluorophenyl)-3-cyano-8-oxo-1,6,7,8-tetrahydropyrrolo[4,3-g]indazol-5-yl]benzo[d][1,2]thiazole-3-carboxamide ClC1=C(C=C(C=C1)F)[C@@H]1NC(C=2C1=C(C=C1C(=NNC21)C#N)NC(=O)C2=NSC1=C2C=CC=C1)=O